1,3-dichloropyridazine ClN1NC(=CC=C1)Cl